NC1=C(C=C(C=C1)CC1=CC(=C(C=C1)N)Cl)Cl bis(4-amino-3-chlorophenyl)methane